diethylene glycol bis[(3-tert-butyl-4-hydroxy-5-methylphenyl) propionate] C(C)(C)(C)C=1C=C(C=C(C1O)C)C(C(=O)OCCOCCOC(C(C)C1=CC(=C(C(=C1)C)O)C(C)(C)C)=O)C